C(C(O)C)(=O)O.C1(O)=CC=C(O)C=C1 hydroquinone monolactate